5-(1-(3,5-dichloropyridin-4-yl)ethoxy)-N-(1-(2-(1-hydroxycyclopropyl)ethyl)-1H-pyrazol-4-yl)-1H-indazole-3-carboxamide ClC=1C=NC=C(C1C(C)OC=1C=C2C(=NNC2=CC1)C(=O)NC=1C=NN(C1)CCC1(CC1)O)Cl